trans-3-nonene CC\C=C\CCCCC